CN(CCOCCOCCOCCOCCOCCOCCOCCOCCOCCOCCOCCOCCOCCOCCOCCOCCOCCOCCOCCOCCOCCOC)C(CCC(=O)OCCC1=CC=C(C=C1)C1=C(N=CS1)C)=O 2-(4-(4-methylthiazol-5-yl)phenyl)ethyl 68-methyl-69-oxo-2,5,8,11,14,17,20,23,26,29,32,35,38,41,44,47,50,53,56,59,62,65-docosaoxa-68-azadoheptacontan-72-oate